(3-Oxo-3H-spiro[isobenzofuran-1,9'-xanthene]-3',6'-diyl)dicarbamic acid O=C1OC2(C3=CC=C(C=C3OC=3C=C(C=CC23)NC(O)=O)NC(O)=O)C2=CC=CC=C12